2-(4-(3-(1-(5-(((tert-butyldimethylsilyl)oxy)methyl)pyrimidin-2-yl)piperidin-4-yl)propoxy)-2-fluorophenyl)-1-(3-(hydroxymethyl)azetidin-1-yl)ethan-1-one [Si](C)(C)(C(C)(C)C)OCC=1C=NC(=NC1)N1CCC(CC1)CCCOC1=CC(=C(C=C1)CC(=O)N1CC(C1)CO)F